3-((3R,4S)-3-fluoro-4-((5-(1-(2-fluoroethyl)-1H-benzo[d][1,2,3]triazol-6-yl)-4-methoxypyrrolo[2,1-f][1,2,4]triazin-2-yl)amino)piperidin-1-yl)oxetan-3-carbonitrile F[C@@H]1CN(CC[C@@H]1NC1=NN2C(C(=N1)OC)=C(C=C2)C=2C=CC1=C(N(N=N1)CCF)C2)C2(COC2)C#N